[Co].[Cu].[Ni].[Pt] platinum-nickel-copper-cobalt